2-ethynyl-1-methyl-4-nitro-benzene C(#C)C1=C(C=CC(=C1)[N+](=O)[O-])C